5-[3-Fluoro-5-(trifluoromethyl)phenyl]-N-{[1-(methoxymethyl)cyclobutyl]methyl}-N-methyl-2-{5-[4-(1H-tetrazol-5-yl)piperidin-1-yl]pyrazin-2-yl}-1H-imidazo[4,5-b]pyridin-7-amin FC=1C=C(C=C(C1)C(F)(F)F)C1=CC(=C2C(=N1)N=C(N2)C2=NC=C(N=C2)N2CCC(CC2)C2=NN=NN2)N(C)CC2(CCC2)COC